4-amino-N-[4,6-bis(trifluoromethyl)pyrimidin-2-yl]benzenesulfonamide NC1=CC=C(C=C1)S(=O)(=O)NC1=NC(=CC(=N1)C(F)(F)F)C(F)(F)F